allyl 4-[2-(allyloxy)-4-amino-3-isopropoxybenzamido]benzoate C(C=C)OC1=C(C(=O)NC2=CC=C(C(=O)OCC=C)C=C2)C=CC(=C1OC(C)C)N